N-(4-{[6-(5-chloro-2-fluorophenyl)-3-(2-hydroxyethoxy)pyridazin-4-yl]amino}pyridin-2-yl)-3-(4-methylpiperazin-1-yl)propanamide ClC=1C=CC(=C(C1)C1=CC(=C(N=N1)OCCO)NC1=CC(=NC=C1)NC(CCN1CCN(CC1)C)=O)F